COC(C1=C(C=CC(=C1)NC(\C=C\OCC)=O)Br)=O (E)-2-bromo-5-(3-ethoxyacrylamido)benzoic acid methyl ester